N1=CN=C(C2=C1NC=C2)N2C[C@H]([C@@H](CC2)C(F)(F)F)N trans-1-(7H-Pyrrolo[2,3-d]pyrimidin-4-yl)-4-(trifluoromethyl)piperidin-3-amine